4-(2-fluoro-4-methoxy-phenyl)-5-[4-[(3S)-1-(3-fluoropropyl)pyrrolidin-3-yl]oxyphenyl]-2,3-dihydro-1-benzothiepin-8-ol FC1=C(C=CC(=C1)OC)C=1CCSC2=C(C1C1=CC=C(C=C1)O[C@@H]1CN(CC1)CCCF)C=CC(=C2)O